tert-butyl 4-(4-((trans-4-hydroxycyclohexyl)amino)-2-((3-methoxyphenyl)amino) pyrimidin-5-yl)piperidine-1-carboxylate O[C@@H]1CC[C@H](CC1)NC1=NC(=NC=C1C1CCN(CC1)C(=O)OC(C)(C)C)NC1=CC(=CC=C1)OC